C[Si](N([Si](C)(C)C)CCC=CC1=CC=CC=C1)(C)C {2-[N,N-bis(trimethylsilyl)amino]ethyl}styrene